2,6-difluorophenyl-acetonitrile FC1=C(C(=CC=C1)F)CC#N